benzyl ((3S,4S)-1-(dimethyl(oxo)-λ6-sulfaneylidene)-4-(4-fluorophenyl)-2-oxohexan-3-yl)carbamate CS(=CC([C@H]([C@@H](CC)C1=CC=C(C=C1)F)NC(OCC1=CC=CC=C1)=O)=O)(=O)C